6-chloro-3-(3,4-dimethylpiperazin-1-yl)-1H-pyrazolo[4,3-c]pyridine hydrochloride Cl.ClC1=CC2=C(C=N1)C(=NN2)N2CC(N(CC2)C)C